5-(4-((7-ethyl-6-oxo-5,6-dihydro-1,5-naphthyridin-3-yl)methyl)piperazin-1-yl)-4-fluoro-N-methylpyridinamide C(C)C=1C(NC=2C=C(C=NC2C1)CN1CCN(CC1)C=1C(=CC(=NC1)C(=O)NC)F)=O